Cl.COC1=CC(=NC=N1)C=1C=CC(=C(C1)O)C1=CN=C(N=N1)N1CC(CC1)NC(C)C 5-(6-methoxypyrimidin-4-yl)-2-(3-{3-[(propan-2-yl)amino]pyrrolidin-1-yl}-1,2,4-triazin-6-yl)phenol hydrochloride